N1C=NC(=C1)CCNC(\C=C(\CCC=C(C)C)/C)=O (E)-N-(2-(1H-imidazol-4-yl)ethyl)-3,7-dimethylocta-2,6-dienamide